O1C=NC=C1C=1C=C(NCC2=NC=C(C=C2)C2=NOC(=N2)C(F)(F)F)C=CC1 3-(1,3-oxazol-5-yl)-N-({5-[5-(trifluoromethyl)-1,2,4-oxadiazol-3-yl]pyridin-2-yl}methyl)aniline